5-chloro-4-(4-methyltetrahydropyran-4-yl)-2-(4-pyridinyl)-1H-pyrimidin-6-one ClC1=C(N=C(NC1=O)C1=CC=NC=C1)C1(CCOCC1)C